3-fluoro-4-[5-fluoro-2-(pyridin-2-yl)benzoylamino]benzoic acid hydrochloride Cl.FC=1C=C(C(=O)O)C=CC1NC(C1=C(C=CC(=C1)F)C1=NC=CC=C1)=O